2,2'-azobis[2-(5-methyl-2-imidazolin-2-yl)propane]-dihydrochloride Cl.Cl.N(=NC(C)(C)C=1NC(CN1)C)C(C)(C)C=1NC(CN1)C